N1N=CC(=C1)CNC(=O)C=1C=NC2=C(C=C(C=C2C1)OC)C1=CCC2(CC2)CC1 N-((1H-pyrazol-4-yl)methyl)-6-methoxy-8-(spiro[2.5]oct-5-en-6-yl)quinoline-3-carboxamide